1-(2-(Azepan-1-yl)ethyl)-3-methyl-3,4-dihydroquinazolin-2(1H)-one N1(CCCCCC1)CCN1C(N(CC2=CC=CC=C12)C)=O